CS(=O)(=O)C=1C=C(CNC2=NC(=NC=C2C(F)(F)F)NC2=CC=C(C=C2)C2CCN(CC2)CC2=C(C=NC=C2)N2C(NC(CC2)=O)=O)C=CC1 1-(4-((4-(4-((4-((3-(methylsulfonyl)benzyl)amino)-5-(trifluoromethyl)pyrimidin-2-yl)amino)phenyl)piperidin-1-yl)methyl)pyridin-3-yl)dihydropyrimidine-2,4(1H,3H)-dione